6-morpholino-2-[(2E)-2-(m-tolylmethylene)hydrazino]-N-(2-pyridyl)-7H-purine-8-carboxamide O1CCN(CC1)C1=C2NC(=NC2=NC(=N1)N/N=C/C=1C=C(C=CC1)C)C(=O)NC1=NC=CC=C1